N=1NC(C=C2C=CC=CC12)=O cinnolineOne